3-8-azabicyclo[3.2.1]octan-3-yl-N-[(5-chlorothiophen-2-yl)methyl]-1H-pyrazol-5-amine C12CC(CC(CC1)N2)C2=NNC(=C2)NCC=2SC(=CC2)Cl